Octane-1,8-diyl dipentyl bis(vinylphosphonate) C(=C)P(OCCCCCCCCOP(OCCCCC)(=O)C=C)(OCCCCC)=O